5α-androstane-3α,17β-diol monosulfate S(=O)(=O)(O)O.C[C@@]12[C@H](CC[C@H]1[C@@H]1CC[C@H]3C[C@@H](CC[C@]3(C)[C@H]1CC2)O)O